methylthieno[3,2-d]pyrimidin-4-amine CC=1N=C(C2=C(N1)C=CS2)N